FC1=CC=C(C=C1)[C@H]1[C@@H](CN(CC1)C(=O)OC(C)(C)C)COC1=CC=C(C=C1)C(=O)OC tert-butyl (3S,4R)-4-(4-fluorophenyl)-3-((4-(methoxy carbonyl)phenoxy)methyl)piperidine-1-carboxylate